FC=1C=2N(C=CC1)N=C(C2)C2N(CCC1=C2N=CN1)C=1N=CC(=NC1)C(=O)O 5-(4-(4-fluoropyrazolo[1,5-a]pyridin-2-yl)-1,4,6,7-tetrahydro-5H-imidazo[4,5-c]pyridin-5-yl)pyrazine-2-carboxylic acid